FC1=C(COC2=C(C(N(C(=C2)C)CC=2C=C(C(=O)NO)C=CC2)=O)Br)C=CC(=C1)F 3-((4-(2,4-difluorobenzyloxy)-3-bromo-6-methyl-2-oxopyridin-1(2H)-yl)methyl)-N-hydroxybenzamide